C(C)(C)(C)OC(=O)NC12CC(C1)(C2)C(=N)SCC(C(F)(F)F)=O (3,3,3-trifluoro-2-oxo-propyl) 3-(tert-butoxycarbonylamino)bicyclo[1.1.1]pentane-1-carboximidothioate